methyl (1R,3R,4S,5S)-5-(difluoromethyl)-2-azabicyclo[2.2.1]heptane-3-carboxylate FC([C@@H]1[C@H]2[C@@H](N[C@@H](C1)C2)C(=O)OC)F